[Pd+2].CS(=O)(=O)OC1=C(C=CC=C1)C1=C(C=CC=C1)NC (2'-methylamino-1,1'-biphenyl-2-yl) methanesulfonate palladium (II)